4-[(1R)-1-(5-fluoro-2-pyridyl)ethoxy]-6-(4,4,5,5-tetramethyl-1,3,2-dioxaborolan-2-yl)pyrazolo[1,5-a]pyridine-3-carbonitrile FC=1C=CC(=NC1)[C@@H](C)OC=1C=2N(C=C(C1)B1OC(C(O1)(C)C)(C)C)N=CC2C#N